C(C1=CC=CC=C1)OC1=C(C=C2C=CNC2=C1F)F 6-(benzyloxy)-5,7-difluoro-1H-indole